Methyl-4-amino-3-chloro-5-fluoro-6-(7-fluoro-1-isobutyryl-1H-indol-6-yl)pyridine-2-carboxylate COC(=O)C1=NC(=C(C(=C1Cl)N)F)C1=CC=C2C=CN(C2=C1F)C(C(C)C)=O